ethyl (3S)-3-(4-fluoro-2'-hydroxy-5,6'-dimethyl-[1,1'-biphenyl]-3-yl)-3-(2-(2-fluoro-5-(hydroxymethyl)phenyl)-2-(7-oxofuro[2,3-c]pyridin-6(7H)-yl)acetamido)propanoate FC1=C(C=C(C=C1C)C1=C(C=CC=C1C)O)[C@H](CC(=O)OCC)NC(C(N1C(C2=C(C=C1)C=CO2)=O)C2=C(C=CC(=C2)CO)F)=O